Biphenylamin C=1(C(=CC=CC1)N)C1=CC=CC=C1